N-methyl-3-sulfopropyl-imidazole chloride salt [Cl-].CN1C(=NC=C1)CCCS(=O)(=O)O